COCC1CN(C1)C1CCNCC1 4-[3-(methoxymethyl)azetidin-1-yl]piperidine